BrC1=C2N(N=C1C1=CC=C(C=C1)F)CC(C2)(C[2H])C[2H] 3-bromo-2-(4-fluorophenyl)-5,5-bis(methyl-d)-5,6-dihydro-4H-pyrrolo[1,2-b]Pyrazole